FC1=NC=C(C=C1F)I 2,3-difluoro-5-iodopyridine